CC(C(=O)O)CCCCCCCCCCCC.C(CCCCCCCCCCCCC)(=O)OC methyl myristate (methyl myristate)